O[C@@]1([C@H](CC1)OC1=NN(C=C1NC=1N=CC2=C(N1)N(C(=C2)C#N)[C@H]2COC[C@@H]2C)C([2H])([2H])[2H])C 2-((3-((1S,2S)-2-hydroxy-2-methylcyclobutoxy)-1-(methyl-d3)-1H-pyrazol-4-yl)amino)-7-((3R,4R)-4-methyltetrahydrofuran-3-yl)-7H-pyrrolo[2,3-d]pyrimidine-6-carbonitrile